N1CC(CC1)C(=O)OC(C)(C)C tert-butyl pyrrolidin-3-carboxylate